allylchloropropyldichlorosilane C(C=C)[Si](Cl)(Cl)CCCCl